3-(7-(2-(1H-pyrrolo[2,3-b]pyridin-3-yl)ethoxy)thiazolo[5,4-d]pyrimidin-5-yl)pyridin-2-ol N1C=C(C=2C1=NC=CC2)CCOC=2C1=C(N=C(N2)C=2C(=NC=CC2)O)SC=N1